BrC=1C=C2CC[C@@H](CC2=CC1)NC(OCC1=CC=CC=C1)=O Benzyl (S)-(6-bromo-1,2,3,4-tetrahydronaphthalen-2-yl)carbamate